ClC1=CC2=C(N(C(N=C2N2C[C@H](N(C[C@@H]2C)C(=O)OC(C)(C)C)C)=O)C=2C(=NC=CC2C)C(C)C)N=C1C1=C(C(=CC=C1)C)O tert-butyl (2R,5S)-4-(6-chloro-7-(2-hydroxy-3-methylphenyl)-1-(2-isopropyl-4-methylpyridin-3-yl)-2-oxo-1,2-dihydropyrido[2,3-d]pyrimidin-4-yl)-2,5-dimethylpiperazine-1-carboxylate